C(C)(C)(C)OC(=O)N1C[C@H](CCC1)NCC=1C(C2=CC(=C(C=3OCC(N(C1)C32)C)F)F)=O (3S)-3-[(6,7-difluoro-2-methyl-10-oxo-4-oxa-1-azatricyclo[7.3.1.05,13]tridecane-5(13),6,8,11-tetraen-11-yl)methylamino]piperidine-1-carboxylic acid tert-butyl ester